FCCCCC 1-(2-fluoroethyl)propan